N-(p-toluenesulfonyl)-glycine CC1=CC=C(C=C1)S(=O)(=O)NCC(=O)O